1-allyl-trimethyl-imidazole C(C=C)N1C(=NC(=C1C)C)C